(2E)-5-(prop-2-en-1-yloxy)pent-2-enoic acid ethyl ester C(C)OC(\C=C\CCOCC=C)=O